10,15-dihydro-5H-diindolo[3,2-a:3',2'-C]carbazole C1=CC=CC2=C1NC=1C2=C2C(=C3NC=4C=CC=CC4C13)C=1C=CC=CC1N2